(2S,4R)-N-[(S)-(4-cyclopropyl-3-fluorophenyl)(phenyl)methyl]-4-fluoro-1-[2-(5-methyl-2H-1,2,3,4-tetrazol-2-yl)acetyl]pyrrolidine-2-carboxamide C1(CC1)C1=C(C=C(C=C1)[C@@H](NC(=O)[C@H]1N(C[C@@H](C1)F)C(CN1N=C(N=N1)C)=O)C1=CC=CC=C1)F